1-(3-(Dimethylamino)phenyl)-2,2,2-tri-fluoroethan-1-one CN(C=1C=C(C=CC1)C(C(F)(F)F)=O)C